ClC=1C(=CC=C2N=CC(=NC12)C=1C=NN(C1)C1CN(C1)C1COC1)OC1=CC2=C(N=C(N2)C)C=C1 8-Chloro-7-[(2-methyl-3H-benzimidazol-5-yl)oxy]-2-[1-[1-(oxetan-3-yl)azetidin-3-yl]pyrazol-4-yl]quinoxaline